FC(CCC(=O)N1CC2CCC(C1)N2C2=NC=C(C#N)C=C2)(C=2C(=NC=CC2)OC)F 6-(3-(4,4-difluoro-4-(2-methoxypyridin-3-yl)butanoyl)-3,8-diazabicyclo[3.2.1]octan-8-yl)nicotinonitrile